OC1=C(C=CC(=C1)O)C(C=C)=O (E)-1-(2,4-dihydroxyphenyl)-prop-2-en-1-one